N(=[N+]=[N-])C[C@H](C1=CC(=CC=C1)Cl)NC(OC(C)(C)C)=O (S)-tert-butyl (2-azido-1-(3-chlorophenyl)ethyl)carbamate